(Z)-7-decen-4-lactone C1(CCC(CC\C=C/CC)O1)=O